3-((7-chloro-6-(3-hydroxynaphthalen-1-yl)-2-oxoquinoxalin-1(2H)-yl)methyl)azetidine-1-carboxylic acid tert-butyl ester C(C)(C)(C)OC(=O)N1CC(C1)CN1C(C=NC2=CC(=C(C=C12)Cl)C1=CC(=CC2=CC=CC=C12)O)=O